7-BROMO-5-METHYL-1H-INDOLE-2-CARBOXALDEHYDE BrC=1C=C(C=C2C=C(NC12)C=O)C